tert-butyl 3-(3-(6-morpholino-1H-benzo[d]imidazol-2-yl)-1H-indazole-5-carboxamido)azetidine-1-carboxylate O1CCN(CC1)C=1C=CC2=C(NC(=N2)C2=NNC3=CC=C(C=C23)C(=O)NC2CN(C2)C(=O)OC(C)(C)C)C1